7-(2-oxo-1,4'-bipiperidin-1'-yl)-3-oxa-9-azabicyclo[3.3.1]nonane-9-carboxylic acid methyl ester COC(=O)N1C2COCC1CC(C2)N2CCC(CC2)N2C(CCCC2)=O